COC1=CC(=NC2=CC(=CC=C12)C(=O)O)NCC1=CC=C(C=C1)C(F)(F)F 4-methoxy-2-((4-(trifluoromethyl)benzyl)amino)quinoline-7-carboxylic acid